2-[4-[3-(2,6-dioxo-3-piperidyl)-1-methyl-indazol-6-yl]-1-piperidyl]acetic acid O=C1NC(CCC1C1=NN(C2=CC(=CC=C12)C1CCN(CC1)CC(=O)O)C)=O